5-(3-(3-Ethynylphenyl)propylamino)-3-methylbenzofuran-2-carboxylic acid C(#C)C=1C=C(C=CC1)CCCNC=1C=CC2=C(C(=C(O2)C(=O)O)C)C1